C(C)(C)(C)C=1OC(=CC(C1)=C(C#N)C#N)C=CC1=CC=2C(CCN3CCC(C(C23)=C1)(C)C)(C)C 2-{2-tert-butyl-6-[2-(1,1,7,7-tetramethyl-2,3,6,7-tetrahydro-1H,5H-benzo[ij]quinolizine-9-yl)ethenyl]-4H-pyran-4-ylidene}propanedinitrile